5-methoxymethyl-2,3-pyridinedicarboxylic acid diethyl ester C(C)OC(=O)C1=NC=C(C=C1C(=O)OCC)COC